(R)-6-([1,2,4]triazolo[1,5-a]pyridin-2-yl)-2-(5-(difluoromethoxy)-4-((6-oxo-5-(trifluoromethyl)-1,6-dihydropyridazin-4-yl)amino)pentyl)-7-fluoroisoquinolin-1(2H)-one N=1C(=NN2C1C=CC=C2)C=2C=C1C=CN(C(C1=CC2F)=O)CCC[C@H](COC(F)F)NC=2C=NNC(C2C(F)(F)F)=O